C1(=CC=CC=C1)C(C(O)(C1=CC=CC=C1)C1=CC=CC=C1)C1=CC=CC=C1 tetraphenylhydroxyethane